C(C)OC(=O)[C@H]1C[C@@H]([C@H](C1)F)NC(C)=O |r| (+-)-(1S,3S,4S)-3-acetamido-4-fluorocyclopentane-1-carboxylic acid ethyl ester